tert-butyl (R)-3-(3,4-dihydro-2H-benzo[b][1,4]oxazin-8-yl)pyrrolidine-1-carboxylate O1C2=C(NCC1)C=CC=C2[C@@H]2CN(CC2)C(=O)OC(C)(C)C